tert-butyl 3-(8-bromo-6-chloro-3,4-dihydroquinolin-1(2H)-yl)pyrrolidine-1-carboxylate BrC=1C=C(C=C2CCCN(C12)C1CN(CC1)C(=O)OC(C)(C)C)Cl